C(C)(C)(C)OC(=O)N[C@@H]([C@H](C(=O)OCC)OC1=NC=C(C=C1[N+](=O)[O-])C=1C=NN(C1)C)C1=CC=CC=C1 ethyl (2R,3R)-3-((tert-butoxycarbonyl)amino)-2-((5-(1-methyl-1H-pyrazol-4-yl)-3-nitropyridin-2-yl)oxy)-3-phenylpropanoate